C[C@@H]1CN(C[C@@H](N1)C)C1=NC=C(C(=N1)N1CC(C1)C(=O)NC(C)(C)C1=CN=C2N1C=CC=C2)Cl 1-{2-[(3R,5S)-3,5-dimethylpiperazin-1-yl]-5-chloropyrimidin-4-yl}-N-(2-{imidazo[1,2-a]pyridin-3-yl}propan-2-yl)azetidine-3-carboxamide